OCCOC=1C(=C(C2=CC=C(C=C2C1)C1=CC=CC2=CC=CC=C12)C1=CC=CC2=CC(=CC=C12)C1=CC=CC2=CC=CC=C12)OCCO bis(2-hydroxyethoxy)-6,6'-bis(naphthalen-1-yl)-1,1'-binaphthyl